[Mn].C(C1=CN=CC=C1)(=O)O nicotinic acid manganese